C(C1=CC=CC=C1)OCCCCC1(CC1)O[Si](C)(C)C(C)(C)C (1-(4-(Benzyloxy)butyl)cyclopropoxy)(tert-butyl)dimethylsilane